4-amino-2-(N-(2-amino-1-methyl-2-oxo-ethyl)-4-fluoro-anilino)thiazole NC=1N=C(SC1)N(C1=CC=C(C=C1)F)C(C(=O)N)C